C(C)(C)(C)[Si](OCCN(C=1C=C2C(=NC(=NC2=CC1)C1(CC1)F)N1CCC(CC1)C1=C(C=CC=C1)O)C)(C)C 2-{1-[6-{[2-(tert-Butyl-dimethyl-silanyloxy)-ethyl]-methyl-amino}-2-(1-fluoro-cyclopropyl)-quinazolin-4-yl]-piperidin-4-yl}-phenol